C(C)(C)(C)OC(=O)N1C=CC2=C(C=CC(=C12)C)CN1C(CC(CC1)C1=NC=CN=C1)C1=CC=C(C=C1)C1=NOC(N1)=O 7-methyl-4-((2-(4-(5-oxo-4,5-dihydro-1,2,4-oxadiazol-3-yl)phenyl)-4-(Pyrazin-2-yl)piperidin-1-yl)methyl)-1H-indole-1-carboxylic acid tert-butyl ester